2-(2,6-Dioxopiperidin-3-yl)-5-(((R)-1-(quinolin-3-ylmethyl)pyrrolidin-3-yl)-oxy)isoindoline-1,3-dione O=C1NC(CCC1N1C(C2=CC=C(C=C2C1=O)O[C@H]1CN(CC1)CC=1C=NC2=CC=CC=C2C1)=O)=O